C(#N)[C@]1(O[C@@H]([C@H]([C@H]1O)O)CO)C1=CC=C2C(=NC=NN21)NC(CCCC)=O N-(7-((2R,3R,4S,5R)-2-cyano-3,4-dihydroxy-5-(hydroxymethyl)tetrahydrofuran-2-yl)pyrrolo[2,1-f][1,2,4]triazin-4-yl)pentanamide